C1(=C(C=CC=C1)NC(NC1=C(C=CC=C1)C)=S)C bis(o-tolyl)thiourea